C(C)(C)(C)C1=CC(=NO1)C[C@@H]1[C@@H]([C@H]([C@H]([C@H](O1)CO)O)N1N=NC(=C1)C1=C(C(=C(C=C1)C#C)F)F)OC (2R,3R,4S,5R,6R)-6-((5-(tert-butyl)isoxazol-3-yl)methyl)-4-(4-(4-ethynyl-2,3-difluorophenyl)-1H-1,2,3-triazol-1-yl)-2-(hydroxymethyl)-5-methoxytetrahydro-2H-pyran-3-ol